((6-(difluoromethoxy)-2-(3'-(6-(difluoromethoxy)-5-((3-(methylsulfonyl)azetidin-1-yl)methyl)benzo[d]oxazol-2-yl)-2,2'-dimethyl-[1,1'-biphenyl]-3-yl)benzo[d]oxazol-5-yl)methyl)-L-proline FC(OC1=CC2=C(N=C(O2)C=2C(=C(C=CC2)C2=C(C(=CC=C2)C=2OC3=C(N2)C=C(C(=C3)OC(F)F)CN3CC(C3)S(=O)(=O)C)C)C)C=C1CN1[C@@H](CCC1)C(=O)O)F